methyl-β-D-glucuronic acid C[C@]1(O)[C@H](O)[C@@H](O)[C@H](O)[C@H](O1)C(=O)O